COC1=NC=CC(=C1)C1=NSC(=N1)[C@H](C)N (1S)-1-[3-(2-methoxy-4-pyridyl)-1,2,4-thiadiazol-5-yl]ethanamine